ethyl (1,3-dioxoisoindolin-2-yl)(methyl)carbamothioate O=C1N(C(C2=CC=CC=C12)=O)N(C(OCC)=S)C